C1[C@H](OC2=CC(=CC(=C2C1=O)O)O)C3=CC(=C(C=C3)O)O The molecule is a tetrahydroxyflavanone that is flavanone substituted by hydroxy groups at positions 5, 7, 3' and 4' respectively. It is a tetrahydroxyflavanone and a member of 3'-hydroxyflavanones.